The molecule is a branched amino heptasaccharide consisting of three repeating units of beta-D-Gal-(1->4)-[alpha-L-Fuc-(1->3)]-beta-D-GlcNAc joined by (1->3)-linkages with an alpha-L-fucosyl residue attached at the 2-position of the galactose residue at the non-reducing end. It has a role as an epitope. It is a glucosamine oligosaccharide and an amino decasaccharide. C[C@H]1[C@H]([C@H]([C@@H]([C@@H](O1)O[C@@H]2[C@H]([C@@H](O[C@@H]([C@H]2O[C@H]3[C@@H]([C@H]([C@H]([C@H](O3)CO)O)O[C@H]4[C@@H]([C@H]([C@@H]([C@H](O4)CO)O[C@H]5[C@@H]([C@H]([C@H]([C@H](O5)CO)O)O[C@H]6[C@@H]([C@H]([C@@H]([C@H](O6)CO)O[C@H]7[C@@H]([C@H]([C@H]([C@H](O7)CO)O)O)O[C@H]8[C@H]([C@@H]([C@@H]([C@@H](O8)C)O)O)O)O[C@H]9[C@H]([C@@H]([C@@H]([C@@H](O9)C)O)O)O)NC(=O)C)O)O[C@H]1[C@H]([C@@H]([C@@H]([C@@H](O1)C)O)O)O)NC(=O)C)O)CO)O)NC(=O)C)O)O)O